C(C)(C)(C)C1=CC=C(C=C1)N(C(=O)[C@@H]1N(C[C@@H](C1)OC)C(=O)OCC1=CC=CC=C1)C(C(NC1CCOCC1)=O)C=1C=NC=CC1 benzyl (2R,4R)-2-[(4-tert-butylphenyl)-[2-oxo-1-(3-pyridyl)-2-(tetrahydropyran-4-ylamino)ethyl]carbamoyl]-4-methoxy-pyrrolidine-1-carboxylate